(E)-1-(6-methoxy-9H-pyrido[3,4-b]indol-1-yl)-3-(4-nitrophenyl)prop-2-en-1-one COC=1C=C2C3=C(NC2=CC1)C(=NC=C3)C(\C=C\C3=CC=C(C=C3)[N+](=O)[O-])=O